C1(CC1)N1CCC2=C(CC1)C=C(C=C2)[N+](=O)[O-] 3-cyclopropyl-7-nitro-2,3,4,5-tetrahydro-1H-benzo[d]azepine